[K+].C(C)(C)(C)NCC(=O)[O-] N-tert-butylglycine potassium salt